[NH4+].C(CC(O)(C(=O)[O-])CC(=O)[O-])(=O)[O-].[Na+].[Na+].[Na+] trisodium citrate, ammonium salt